[Si](C)(C)(C(C)(C)C)OCCCCN1CC(NC(C1)CCCCC(=O)O)CCCCC(=O)O 5,5'-(4-(4-((tert-butyldimethylsilyl)oxy)butyl)piperazine-2,6-diyl)dipentanoic acid